C(#N)[C@@]1([C@@H](C1)C(F)(F)F)C(=O)NC=1C=CC(=NC1)C=1N=NN(C1NC(O[C@H](C)C=1C(=NC=CC1)Cl)=O)C (R)-1-(2-chloropyridin-3-yl)ethyl (4-(5-((1R,2R)-1-cyano-2-(trifluoromethyl)cyclopropane-1-carboxamido)pyridin-2-yl)-1-methyl-1H-1,2,3-triazol-5-yl)carbamate